methyl-3-(3-(2H-benzotriazol-2-yl)-5-t-butyl-4-Hydroxyphenyl)propionate COC(CCC1=CC(=C(C(=C1)C(C)(C)C)O)N1N=C2C(=N1)C=CC=C2)=O